C(C)OC[C@]1(CN(CC1)CC1=C(C#N)C=CN=C1)CCC1=CC=C(C=C1)F |o1:4| (R or S)-3-((3-(ethoxymethyl)-3-(4-fluorophenethyl)pyrrolidin-1-yl)methyl)isonicotinonitrile